FC1([C@@H]([C@@H](N(C1)C(C(C)(C)O)=O)CC=1C(=C(C=CC1)C1=CC(=CC=C1)C)F)NS(=O)(=O)C)F N-[(2S,3R)-4,4-difluoro-2-[(2-fluoro-3'-methyl[1,1'-biphenyl]-3-yl)methyl]-1-(2-hydroxy-2-methylpropanoyl)pyrrolidin-3-yl]methanesulfonamide